3-(3-{5-[(R)-(1,3-dimethyl-azetidin-3-yl)-hydroxy-(4-isopropyl-phenyl)-methyl]-pyridin-3-yl}-[1,2,4]Oxadiazol-5-ylmethyl)-1-methyl-imidazolidine-2,4-dione CN1CC(C1)(C)[C@@](C=1C=C(C=NC1)C1=NOC(=N1)CN1C(N(CC1=O)C)=O)(C1=CC=C(C=C1)C(C)C)O